tert-butyl 3-[[6-(2-cyano-3,6-difluoro-phenoxy)-4-oxo-quinazolin-3-yl]methyl]-1-oxa-8-azaspiro[4.5]decane-8-carboxylate C(#N)C1=C(OC=2C=C3C(N(C=NC3=CC2)CC2COC3(C2)CCN(CC3)C(=O)OC(C)(C)C)=O)C(=CC=C1F)F